4-(1-bromohexyloxy)biphenyl BrC(CCCCC)OC1=CC=C(C=C1)C1=CC=CC=C1